C(C)(C)(C)OC(NC1=CC(=C(C(=C1)C)C1=C(C=2N=CN=C(C2N1C1=CC(=C(C=C1)OC1=NC=CC(=N1)C)F)N)Br)F)=O N-[4-(4-amino-7-bromo-5-{3-fluoro-4-[(4-methylpyrimidin-2-yl)oxy]phenyl}-5H-pyrrolo[3,2-d]pyrimidin-6-yl)-3-fluoro-5-methylphenyl]carbamic acid tert-butyl ester